C(#N)CC(=O)[O-].[K+] potassium 2-cyanoacetate